CN1C2=C(OC[C@@H](C1=O)NC(C(=O)NCCC1=CC=CC=C1)=O)C=CC(=C2)C#CC=2SC=CC2 (S)-N1-(5-methyl-4-oxo-7-(thiophen-2-ylethynyl)-2,3,4,5-tetrahydrobenzo[b][1,4]oxazepin-3-yl)-N2-phenethyloxalamide